OC(COC(NC1=NC=C(N=C1)C=1C=NN(C1)C)=O)(C)C (5-(1-methyl-1H-pyrazol-4-yl)pyrazin-2-yl)carbamic acid 2-hydroxy-2-methylpropyl ester